Diethyl-hexylcyclohexane C(C)C1(CCC(CC1)CCCCCC)CC